CN1N=C(C(=C1)C1=CC=2C3=C(C=NC2C=C1OC)N(C(N3C3=NC=C(C=C3F)OCS(=O)(=O)C)=O)C)C 8-(1,3-Dimethyl-1H-pyrazol-4-yl)-1-(3-fluoro-5-methyl-sulfonylmethoxypyridin-2-yl)-7-methoxy-3-methyl-1,3-dihydroimidazo[4,5-c]-quinolin-2-one